(2,6-dioxo-3-piperidyl)-4-piperazin-1-yl-benzamide O=C1NC(CCC1C1=C(C(=O)N)C=CC(=C1)N1CCNCC1)=O